1-(1,3-benzodioxol-4-yl)-N-(3-quinolinylmethyl)methanamine O1COC2=C1C=CC=C2CNCC=2C=NC1=CC=CC=C1C2